tert-butyl (S)-5-amino-4-(6-(4-(hydroxymethyl)piperidin-1-yl)-1-oxoisoindolin-2-yl)-5-oxopentanoate NC([C@H](CCC(=O)OC(C)(C)C)N1C(C2=CC(=CC=C2C1)N1CCC(CC1)CO)=O)=O